N[C@@H](C(=O)NCCCCCN(CC(=O)OCC)C(=O)OC(C)(C)C)C1=CCCCC1 ethyl (R)-N-(5-(2-amino-2-(cyclohex-1-en-1-yl)acetamido)pentyl)-N-(tert-butoxycarbonyl)glycinate